Dimethyl((piperidin-3-yl)imino)-λ6-sulfanone CS(=O)(=NC1CNCCC1)C